4-((S)-2-azidopent-2-yl)-6-chloro-1-(((2R,4R)-4-(methylsulfonyl)pent-2-yl)oxy)-2,7-naphthyridine N(=[N+]=[N-])[C@@](C)(CCC)C1=CN=C(C2=CN=C(C=C12)Cl)O[C@H](C)C[C@@H](C)S(=O)(=O)C